N-(L-γ-glutamyl)-L-cysteine N[C@@H](CCC(=O)N[C@@H](CS)C(=O)O)C(=O)O